heptadecan-9-yl 8-((2-hydroxyethyl)amino)octanoate trimesate C(C1=CC(C(=O)O)=CC(C(=O)O)=C1)(=O)O.OCCNCCCCCCCC(=O)OC(CCCCCCCC)CCCCCCCC